[Cl-].P[N+](P)(P)P tetraphosphinoammonium chloride